(R)-1-(1-((5-chloropyridin-2-yl)methyl)-4,6-difluoro-1H-benzo[d]imidazol-2-yl)-4,4-difluoropiperidin-3-amine hydrochloride Cl.ClC=1C=CC(=NC1)CN1C(=NC2=C1C=C(C=C2F)F)N2C[C@H](C(CC2)(F)F)N